(3R)-3-amino-7-(5-tert-butyl-1,3,4-oxadiazol-2-yl)-5-[(4-chlorophenyl)methyl]-8-fluoro-1,1-dioxo-2,3-dihydro-1lambda6,5-benzothiazepin-4-one N[C@H]1CS(C2=C(N(C1=O)CC1=CC=C(C=C1)Cl)C=C(C(=C2)F)C=2OC(=NN2)C(C)(C)C)(=O)=O